3-((4-(5-chloro-3-fluoro-2-((4-methylmorpholin-2-yl)methyl)phenyl)pyrrolo[2,1-f][1,2,4]triazin-6-yl)methyl)-1-methylpyrimidine-2,4(1H,3H)-dione ClC=1C=C(C(=C(C1)C1=NC=NN2C1=CC(=C2)CN2C(N(C=CC2=O)C)=O)CC2CN(CCO2)C)F